4-(2-pyridyl)-toluene N1=C(C=CC=C1)C1=CC=C(C)C=C1